bis(triethoxysilylhexyl) tetrasulfide C(C)O[Si](OCC)(OCC)CCCCCCSSSSCCCCCC[Si](OCC)(OCC)OCC